tributyl-(2-methylprop-1-ene) C(CCC)C(C(=C)C)(CCCC)CCCC